1-Methyl-4-(prop-1-en-2-yl)cyclohexylcinnamat CC1(CCC(CC1)C(=C)C)OC(C=CC1=CC=CC=C1)=O